N,N-bis(2-hydroxyethyl)-3,5-diisopropylaniline OCCN(C1=CC(=CC(=C1)C(C)C)C(C)C)CCO